N-((R)-1-(3-(difluoromethyl)-2-fluorophenyl)ethyl)cinnoline-4-Amine FC(C=1C(=C(C=CC1)[C@@H](C)NC1=CN=NC2=CC=CC=C12)F)F